C(C)(C)(C)OC(=O)N1C2CC(CC1CC2)(C[N+](=O)[O-])CC(=O)OCC.C(C2=CC=CC=C2)OC2CC(C2)C(C)=O 1-(3-benzyloxycyclobutyl)ethanone tert-butyl-3-(2-ethoxy-2-oxoethyl)-3-(nitromethyl)-8-azabicyclo[3.2.1]octane-8-carboxylate